NC1=NC=2C=CC(=CC2C2=C1C=NN2C)C(=O)N(C)[C@@H]2COCC1=C2C=CC(=C1)Br 4-amino-N-((4S)-7-bromo-3,4-dihydro-1H-2-benzopyran-4-yl)-N,1-dimethyl-1H-pyrazolo[4,3-c]-quinoline-8-carboxamide